CNC(=O)C1=CSC=2C1=NC(=CC2C(F)(F)F)N2CCC1(CN(C1)C(=O)OC(C)C1CC1)CC2 1-cyclopropylethyl (S)-7-(3-(methylcarbamoyl)-7-(trifluoromethyl) thieno[3,2-b]pyridin-5-yl)-2,7-diazaspiro[3.5]nonane-2-carboxylate